tert-butyl 6-[[5-(difluoromethyl)-2-(2-trimethylsilylethoxymethyl) pyrazol-3-yl]methyl]-2-azaspiro[3.3]heptane-2-carboxylate FC(C=1C=C(N(N1)COCC[Si](C)(C)C)CC1CC2(CN(C2)C(=O)OC(C)(C)C)C1)F